S1C(=NC2=C1C=CC=C2)NC(=O)C=2C=CC=C1CCN(CC21)C2=CC=C(C(=N2)C(=O)OC(C)(C)C)C=2C(=C(OC1=C(C=CC=C1)CCCC(=O)O)C=CC2)C 4-(2-(3-(6-(8-(benzo[d]thiazol-2-ylcarbamoyl)-3,4-dihydroisoquinolin-2(1H)-yl)-2-(tert-butoxycarbonyl)pyridin-3-yl)-2-methylphenoxy)phenyl)butanoic acid